ClC1=C(OC2CC3(CN(C3)C(=O)N3CC4(C3)CC(C4)N4N=C(N=C4)C4CC4)C2)C=CC(=C1)F [6-(2-chloro-4-fluoro-phenoxy)-2-azaspiro[3.3]heptan-2-yl]-[6-(3-cyclopropyl-1,2,4-triazol-1-yl)-2-azaspiro[3.3]heptan-2-yl]methanone